C(CCC)S(=O)(=O)N1C2CC(CC1CC2)N(C(=O)C=2N=CC1=CC=CC=C1C2)CC2=CC(=CC=C2)F N-(8-(butylsulfonyl)-8-azabicyclo[3.2.1]octan-3-yl)-N-(3-fluorobenzyl)isoquinoline-3-carboxamide